1-butyl-5-(2-chloro-5-fluoropyrimidin-4-yl)-3-fluoropyridin-2(1H)-one C(CCC)N1C(C(=CC(=C1)C1=NC(=NC=C1F)Cl)F)=O